FC1=C(C=C(C(=C1F)F)F)[B-](C1=C(C(=C(C(=C1)F)F)F)F)(C1=C(C(=C(C(=C1)F)F)F)F)C1=C(C(=C(C(=C1)F)F)F)F.C1(=CC=CC=C1)[C+](C1=CC=CC=C1)C1=CC=CC=C1 triphenylmethylium tetrakis(2,3,4,5-tetrafluorophenyl)borate